2-nitro-4-methoxybenzenesulfenamide [N+](=O)([O-])C1=C(C=CC(=C1)OC)SN